1-(2,7-diazaspiro[3.5]nonan-2-yl)propan-1-one C1N(CC12CCNCC2)C(CC)=O